2-[5-chloro-4-(trifluoromethyl)-2-pyridinyl]-6-[3-(4-pyridinyl)propoxy]3H-quinazolin-4-one ClC=1C(=CC(=NC1)C1=NC2=CC=C(C=C2C(N1)=O)OCCCC1=CC=NC=C1)C(F)(F)F